O=C1NN=C(C2=CC=CC=C12)CCCC(=O)NN 4-(4-oxo-3,4-dihydro-phthalazin-1-yl)butanoyl-hydrazine